Cl.C1(=CC=CC2=CC=CC=C12)N1CC=2C(=C(N=C(C2CC1)N1CCNCC1)N1CCCCC1)C#N 6-(naphthalen-1-yl)-1-(piperazin-1-yl)-3-(piperidin-1-yl)-5,6,7,8-tetrahydro-2,6-naphthyridine-4-carbonitrile hydrochloride